S1C(=CC=C1)C1=NOC=C1 3-(thiophen-2-yl)isoxazole